O=CCOCCOCCNC(OC(C)(C)C)=O Tert-Butyl N-[2-[2-(2-oxoethoxy)ethoxy]ethyl]carbamate